FC1(C(C2=C(C=CC(=C2C1)OC1=CC(=NC=C1)C#N)SC(F)(F)F)O)F 4-((2,2-difluoro-1-hydroxy-7-(trifluoromethylsulfanyl)-2,3-dihydro-1H-inden-4-yl)oxy)pyridine-2-carbonitrile